(4-(((tert-Butoxycarbonyl)amino)methyl)phenyl)boronic acid C(C)(C)(C)OC(=O)NCC1=CC=C(C=C1)B(O)O